BrCCCCOC1=C(OC2=CC(=CC=C2C1=O)OC)C1=CC=C(C=C1)C 3-(4-bromobutoxy)-7-methoxy-2-(4-tolyl)-4H-chromen-4-one